tert-butyl (3S)-4-(6-fluoro-7-(2-fluoro-6-isopropylphenyl)-1-(2-isopropyl-4-methylpyridin-3-yl)-2-oxo-1,2-dihydropyrido[2,3-d]pyrimidin-4-yl)-3-methylpiperazine-1-carboxylate FC1=CC2=C(N(C(N=C2N2[C@H](CN(CC2)C(=O)OC(C)(C)C)C)=O)C=2C(=NC=CC2C)C(C)C)N=C1C1=C(C=CC=C1C(C)C)F